(quinoxalin-6-ylmethyl)piperazin N1=CC=NC2=CC(=CC=C12)CN1CCNCC1